9,9'-spirobifluorene-2,7-diamine C1=C(C=CC=2C3=CC=C(C=C3C3(C12)C1=CC=CC=C1C=1C=CC=CC13)N)N